3-(4-chlorophenyl)-4-phenyl-1,4,5,6-tetrahydropyridazine ClC1=CC=C(C=C1)C1=NNCCC1C1=CC=CC=C1